methyl 5-fluoro-1-methyl-2-oxo-1,2-dihydropyridine-3-carboxylate FC=1C=C(C(N(C1)C)=O)C(=O)OC